ClC=1C=CC(=C2C=CN(C(C12)=O)C)OC1CC2(CN(C2)CCNC2=C(C=C3C=NN(C3=C2)CC(=O)O)F)C1 (6-((2-(6-((8-chloro-2-methyl-1-oxo-1,2-dihydroisoquinolin-5-yl)oxy)-2-azaspiro[3.3]heptan-2-yl)ethyl)amino)-5-fluoro-1H-indazol-1-yl)acetic acid